(R)-Tert-butyl (3-(pyrrolidin-3-yloxy)propyl)carbamate N1C[C@@H](CC1)OCCCNC(OC(C)(C)C)=O